mercaptoundecanesulfonic acid SC(CCCCCCCCCC)S(=O)(=O)O